IC=1C=C(N(C)C)C=C(C1)SC1=CC=C(C=C1)OC 3-iodo-5-((4-methoxyphenyl)thio)-N,N-dimethylaniline